4-((6-bromo-1-methyl-4-(phenyl(tetrahydro-2H-pyran-4-yl)methyl)-1,4-dihydropyrazolo[3',4':4,5]pyrrolo[3,2-b]pyridin-3-yl)methyl)morpholine BrC=1C=C2C(=NC1)C1=C(N2C(C2CCOCC2)C2=CC=CC=C2)C(=NN1C)CN1CCOCC1